(3R)-3-(4-chlorophenyl)-2-[(5-chloropyridin-2-yl)methyl]-6-(1,2-dihydroxypropan-2-yl)-3-{[1-(hydroxymethyl)cyclopropyl]methoxy}-2,3-dihydro-1H-isoindol-1-one ClC1=CC=C(C=C1)[C@@]1(N(C(C2=CC(=CC=C12)C(CO)(C)O)=O)CC1=NC=C(C=C1)Cl)OCC1(CC1)CO